p-menthane-3-carboxyamide C1(CC(C(CC1)C(C)C)CC(=O)N)C